COC=O.C(C)(C)(C)OC(=O)N1C[C@H](CC1)NC=1C=CC=NC1F (S)-5-((1-(tert-Butoxycarbonyl)pyrrolidin-3-yl)amino)-6-fluoropyridine methyl-formate